FC1=C(C(=C2C=CNC2=C1)S(=O)C)OC=1C=C(C=CC1)C1=NN(C=N1)CC=1C=C(C=CC1)CCC(=O)O 3-(3-((3-(3-((6-Fluoro-4-(methylsulfinyl)-1H-indol-5-yl)oxy)phenyl)-1H-1,2,4-triazol-1-yl)methyl)phenyl)propanoic acid